2',4'-Dihydroxy-4-methoxychalcone OC1=C(C(/C=C/C2=CC=C(C=C2)OC)=O)C=CC(=C1)O